S1CC=NC(C=C1)=O [1,4]thiazepin-5-one